bicyclo[2.2.2]oct-5-ene-5,6-diyldimethanol C12CCC(C(=C1CO)CO)CC2